7-[[4-[[(1S)-2-hydroxy-1-phenyl-ethyl]amino]-5-(1-methyltetrazol-5-yl)pyrimidin-2-yl]amino]-2-methyl-1,4-dihydroisoquinolin-3-one OC[C@H](C1=CC=CC=C1)NC1=NC(=NC=C1C1=NN=NN1C)NC1=CC=C2CC(N(CC2=C1)C)=O